C(CCCCCCC)[O-] n-Octanolat